1-(2-((2-chloro-4-fluorophenyl)amino)-5-(trifluoro-methyl)pyrimidin-4-yl)-N-(2-hydroxy-1-phenylethyl)-1H-pyrrole-3-carboxamide ClC1=C(C=CC(=C1)F)NC1=NC=C(C(=N1)N1C=C(C=C1)C(=O)NC(CO)C1=CC=CC=C1)C(F)(F)F